N-(3-aminopropyl)-3-((4-chlorophenylthio)amino)quinoxaline-2-carboxamide NCCCNC(=O)C1=NC2=CC=CC=C2N=C1NSC1=CC=C(C=C1)Cl